CN1C(C(=CC=C1)SC1=CC=CC2=CC=CC=C12)=O 1-methyl-3-(naphthalen-1-ylthio)pyridin-2(1H)-one